C(#N)/C(/C(=O)OCC)=C(/C)\OCC ethyl (E)-2-cyano-3-ethoxybut-2-enoate